Ethylmethylpyrazole C(C)C=1C(=NNC1)C